N-(5-(4-Isobutylpiperazin-1-yl)pyridin-2-yl)-1-isopropyl-1H-[1,2,3]triazolo[4,5-h]quinazolin-8-amine hydrochloride Cl.C(C(C)C)N1CCN(CC1)C=1C=CC(=NC1)NC1=NC=2C3=C(C=CC2C=N1)N=NN3C(C)C